1-(3-tert-butyl-1-(1,2,3,4-tetrahydroisoquinolin-6-yl)-1H-pyrazol-5-yl)-3-(2-fluoro-4-(2-(1-methyl-1H-pyrazol-4-yl)pyridin-4-yloxy)phenyl)urea C(C)(C)(C)C1=NN(C(=C1)NC(=O)NC1=C(C=C(C=C1)OC1=CC(=NC=C1)C=1C=NN(C1)C)F)C=1C=C2CCNCC2=CC1